ClC=1C=CC(=NC1C(F)(F)F)[C@@H](NC(=O)N1[C@@H](C(NCC1)=O)C)C1=CC=C(C=C1)C#N (2R)-N-((S)-(5-chloro-6-(trifluoromethyl)pyridin-2-yl)(4-cyanophenyl)methyl)-2-methyl-3-oxopiperazine-1-carboxamide